C(C(C)(C)C)(=O)OC1=CC2=C(C(=C(CCC2)Br)C2=CC=C(C=C2)I)C=C1 8-bromo-9-(4-iodophenyl)-6,7-dihydro-5H-benzo[7]annulen-3-yl pivalate